N-(4-(4-amino-5-(4-(pyrrolidin-1-ylsulfonyl)phenyl)pyrrolo[2,1-f][1,2,4]triazin-6-yl)phenyl)methacrylamide NC1=NC=NN2C1=C(C(=C2)C2=CC=C(C=C2)NC(C(=C)C)=O)C2=CC=C(C=C2)S(=O)(=O)N2CCCC2